(2S)-2-((dimethylamino)methyl)-5-(2-(3-((2-methoxy-4-(methylsulfonyl)phenyl)amino)prop-1-yn-1-yl)-3-(2,2,2-trifluoroethyl)imidazo[1,2-a]pyridin-8-yl)morpholin-3-one CN(C)C[C@H]1C(NC(CO1)C=1C=2N(C=CC1)C(=C(N2)C#CCNC2=C(C=C(C=C2)S(=O)(=O)C)OC)CC(F)(F)F)=O